N,N-bis[4-(4,4,5,5-tetramethyl-1,3,2-dioxaborolan-2-yl)phenyl]-4-methoxyphenylamine CC1(OB(OC1(C)C)C1=CC=C(C=C1)N(C1=CC=C(C=C1)B1OC(C(O1)(C)C)(C)C)C1=CC=C(C=C1)OC)C